S(NC1=CC=CC=C1)NC1=CC=CC=C1 Thiodianilin